N-(4-(N,N-bis(4-methoxybenzyl)sulfamoyl)-1-(4-chlorobenzyl)-1H-indazol-6-yl)-2-(2-chlorophenyl)acetamide COC1=CC=C(CN(S(=O)(=O)C2=C3C=NN(C3=CC(=C2)NC(CC2=C(C=CC=C2)Cl)=O)CC2=CC=C(C=C2)Cl)CC2=CC=C(C=C2)OC)C=C1